NCC=1C=C(N)C=CC1 3-(aminomethyl)aniline